FC1=C(C(=C(C=C1)C(=O)O)C)C fluoroxylic acid